isopropyl 2-chloro-4-(5,6-difluoro-3,3-dimethylindolin-1-yl)pyrimidine-5-carboxylate ClC1=NC=C(C(=N1)N1CC(C2=CC(=C(C=C12)F)F)(C)C)C(=O)OC(C)C